C1(CCC1)NC(C1=C(C=C(C=C1)NC1=NC=C(C(=N1)NC=1C=CC2=C(NC(O2)=O)C1)C)C(F)(F)F)=O N-cyclobutyl-4-(5-methyl-4-(2-oxo-2,3-dihydrobenzo[d]oxazol-5-ylamino)pyrimidin-2-ylamino)-2-(trifluoromethyl)benzamide